Methyl 1-(3,3-difluorocyclopentyl)-2-oxo-1,2-dihydropyridine-3-carboxylate FC1(CC(CC1)N1C(C(=CC=C1)C(=O)OC)=O)F